CC1(CC(=CC=2[O+]=C3C=C(C=CC3=CC12)O)N(C1=CC=CC=C1)C)C 8,8-dimethyl-6-(N-methylanilino)-7H-xanthen-10-ium-3-ol